CC(=O)N[C@@H](CCCCN)C(=O)O NALPHA-ACETYL-L-LYSINE